S-((3-(((benzyloxy)carbonyl)amino)bicyclo[1.1.1]pentan-1-yl)methyl) ethanethioate C(C)(SCC12CC(C1)(C2)NC(=O)OCC2=CC=CC=C2)=O